N-(2-(2,6-dioxopiperidin-3-yl)-3-oxoisoindolin-5-yl)-3-(trifluoromethyl)benzenesulfonamide O=C1NC(CCC1N1CC2=CC=C(C=C2C1=O)NS(=O)(=O)C1=CC(=CC=C1)C(F)(F)F)=O